ClC=1C=CC(=NC1)B(O)O 5-CHLOROPYRIDINE-2-BORONIC ACID